O=C1NC(CC[C@@H]1N1C(C=2C=CC=3CCNCC3C2C1=O)=O)=O (S)-2-(2,6-Dioxopiperidin-3-yl)-6,7,8,9-tetrahydro-1H-pyrrolo[3,4-h]isoquinoline-1,3(2H)-dione